2-(methylsulfinyl)-5,6,7,8-tetrahydropyrido[3,4-d]pyrimidin-4(3H)-one CS(=O)C=1NC(C2=C(N1)CNCC2)=O